α,α-dimethyl-phenethyl alcohol CC(CC1=CC=CC=C1)(C)O